COC1=C(C=CC=C1)S(=O)(=O)N1CCC(CC1)OC=1C2=C(N=CN1)C=CS2 4-((1-((2-methoxyphenyl)sulfonyl)piperidin-4-yl)oxy)thieno[3,2-d]pyrimidine